C1(CCCC1)NC=1C2=C(N=C(N1)NC1=C(C=C(C=C1)N1S(CCC1)(=O)=O)OC)NC=C2C#N 4-(cyclopentylamino)-2-((4-(1,1-dioxidoisothiazolidin-2-yl)-2-methoxyphenyl)amino)-7H-pyrrolo[2,3-d]pyrimidine-5-carbonitrile